(phenylmethyl)-1,2,4-oxadiazole C1(=CC=CC=C1)CC1=NOC=N1